BrC1=C2CN(CC2=CC=C1)C(=O)C1=C(C=C(C#N)C=C1OCOC)OCOC 4-(4-bromoisoindoline-2-carbonyl)-3,5-bis(methoxymethoxy)benzonitrile